C(C)(C)(C)N1N=NC(=C1)C(=O)NC=1C(=NC=CC1C1=C(C=CC(=C1)F)F)C1CCC(CC1)(F)F 1-(tert-butyl)-N-(2-(4,4-difluorocyclohexyl)-4-(2,5-difluorophenyl)pyridin-3-yl)-1H-1,2,3-triazole-4-carboxamide